O1C(OCC1)C=1C(NC=CC1)C1N(CCCC1)C(=O)OC(C)(C)C tert-Butyl 2-(3-(1,3-dioxolan-2-yl)-1,2-dihydropyridin-2-yl)piperidine-1-carboxylate